CC1(C[C@H](CCC1)C=1C=C2C=C(N(C2=CC1)C1(C(C1)C#CC)C1=NOC(N1)=C=O)C(=O)O)C 5-((S)-3,3-dimethylcyclohexyl)-1-(1-(5-carbonyl-4,5-dihydro-1,2,4-oxadiazol-3-yl)-2-(prop-1-yn-1-yl)cyclopropyl)-1H-indole-2-carboxylic acid